3-hydroxy-N-(2,6-dichlorophenyl)indol-2-one OC1C(N(C2=CC=CC=C12)C1=C(C=CC=C1Cl)Cl)=O